tert-butyl 2-(1-oxo-1,3-dihydroisobenzofuran-5-yl)-6,7-dihydrooxazolo[5,4-c]pyridine-5(4H)-carboxylate O=C1OCC2=CC(=CC=C12)C=1OC=2CN(CCC2N1)C(=O)OC(C)(C)C